[K].C1CCC2=C(C=3CCCC3C=C12)NC(=O)NS(=O)(=O)C1CN(C1)CC1=CN(C(C=C1)=O)C N-((1,2,3,5,6,7-Hexahydro-s-indacen-4-yl)carbamoyl)-1-((1-methyl-6-oxo-1,6-dihydropyridin-3-yl)methyl)azetidine-3-sulfonamide, potassium salt